C(C)(C)(C)OC(=O)N1CCN(CC1)C1=NC=C(C=C1)C=1C=2N(C=C(C1)OC[C@H](CC)O)N=CC2C#N (S)-4-(5-(3-cyano-6-(2-hydroxybutoxy)pyrazolo[1,5-a]pyridin-4-yl)pyridin-2-yl)piperazine-1-carboxylic acid tert-butyl ester